(2S,5S)-5-[8-amino-1-(2-ethoxy-4-{[4-(trifluoromethyl)pyridin-2-yl]carbamoyl}phenyl)imidazo[1,5-a]pyrazin-3-yl]tetrahydrofuran-2-carboxylic acid NC=1C=2N(C=CN1)C(=NC2C2=C(C=C(C=C2)C(NC2=NC=CC(=C2)C(F)(F)F)=O)OCC)[C@@H]2CC[C@H](O2)C(=O)O